C[C@@H]1[C@@H](CC(C(N1)=O)NC(OC(C)(C)C)=O)C1=CC=CC=C1 tert-Butyl ((5S,6R)-6-methyl-2-oxo-5-phenylpiperidin-3-yl)carbamate